2-[2-[2-[2-[2-[2-[2-[2-(2,2-dimethoxyethoxy)ethoxy]ethoxy]ethoxy] ethoxy]ethoxy]ethoxy]ethoxy]ethyl 4-methylbenzene-sulfonate CC1=CC=C(C=C1)S(=O)(=O)OCCOCCOCCOCCOCCOCCOCCOCCOCC(OC)OC